N1CCC(CC1)OC1=CC=C(N=N1)C1=C(C=C(C=C1)C=1C=NNC1)O 2-[6-(piperidin-4-yloxy)pyridazin-3-yl]-5-(1H-pyrazol-4-yl)phenol